tert-butyl 4-(4-((2,6-dioxopiperidin-3-yl)amino)-2,5-difluorophenyl)piperidine-1-carboxylate O=C1NC(CCC1NC1=CC(=C(C=C1F)C1CCN(CC1)C(=O)OC(C)(C)C)F)=O